tert-Butyl N-[1-[methoxy(methyl)carbamoyl]cyclobutyl]carbamate CON(C(=O)C1(CCC1)NC(OC(C)(C)C)=O)C